C(C)C1=CC=C(C=C1)C=1C(=NC=NC1C1=CC=CC=C1)C(=O)OCC ethyl 5-(4-ethylphenyl)-6-phenylpyrimidine-4-carboxylate